(S)-2-((tert-butyloxycarbonyl)amino)-3-((S)-2-oxopyrrolidin-3-yl-5,5-d2)propionic acid methyl ester COC([C@H](C[C@H]1C(NC(C1)([2H])[2H])=O)NC(=O)OC(C)(C)C)=O